NC1=C2C(=NC=N1)N(N=C2C2=CC=C(C=C2)CNC(C2=C(C=C(C=C2)Cl)OC)=O)C2CCCC2 N-[[4-(4-amino-1-cyclopentyl-pyrazolo[3,4-D]pyrimidin-3-yl)phenyl]methyl]-4-chloro-2-methoxy-benzamide